FC(C1=NN=C(S1)N1C(N(C2=C1C=C(C=C2)S(=O)(=O)NC2(CC2)CF)CC=2N(N=C(C2)C)C)=O)F 3-[5-(difluoromethyl)-1,3,4-thiadiazol-2-yl]-1-[(2,5-dimethylpyrazol-3-yl)methyl]-N-[1-(fluoromethyl)cyclopropyl]-2-oxo-benzimidazol-5-sulfonamide